CC1(OB(OC1(C)C)C1=NC=CC2=CC=CC=C12)C (4,4,5,5-tetramethyl-1,3,2-dioxaborolan-2-yl)isoquinoline